(3S,4S)-8-(3-iodo-1-(tetrahydro-2H-pyran-2-yl)-1H-pyrazolo[3,4-b]pyrazin-6-yl)-3-methyl-2-oxa-8-azaspiro[4.5]decan-4-amine IC1=NN(C2=NC(=CN=C21)N2CCC1([C@@H]([C@@H](OC1)C)N)CC2)C2OCCCC2